CN1C=CC2=C(C=C(C=C12)C(F)(F)F)C 1,4-dimethyl-6-(trifluoromethyl)-1H-indole